2-(1,4-dibenzylpiperazin-2-yl)acetonitrile-d2 C(C1=CC=CC=C1)N1C(CN(CC1)CC1=CC=CC=C1)C(C#N)([2H])[2H]